O=S1(CCC(CC1)N1N=C2N=C(C=CC2=C1)C1=C(C=C(C=C1C)C(F)(F)F)O)=O 2-[2-(1,1-dioxothian-4-yl)pyrazolo[3,4-b]pyridin-6-yl]-3-methyl-5-(trifluoromethyl)phenol